ClC1=NN(C(C2=CC=CC(=C12)C(=O)C1CC2(CN(C2)CCCC2=CC=3N(C=C2F)C=NN3)C1)=O)C chloro-5-(2-(3-(6-fluoro-[1,2,4]triazolo[4,3-a]pyridin-7-yl)propyl)-2-azaspiro[3.3]heptane-6-carbonyl)-2-methylphthalazin-1(2H)-one